NC1=NC(=C(C=2N1C=C(N2)C(=O)N2CC(C2)O)C2=CN(C(C=C2)=O)CC)C2=C(C#N)C=CC=C2 (5-amino-8-(1-ethyl-6-oxo-1,6-dihydropyridin-3-yl)-2-(3-hydroxyazetidine-1-carbonyl)imidazo[1,2-c]pyrimidin-7-yl)benzonitrile